N(=O)OC(C)(C)C Tert-Butyl nitrite